The molecule is a triol consisting of 1-iminobutane with three hydroxy substituents placed at positions 2, 3 and 4. It is an aldimine and a triol. It derives from a hydride of a butane. C(C(C(C=N)O)O)O